[Cl-].[Cl-].ClC1=CC=C(C=C1)C(=[Zr+2](C1=C(C(=CC=2C3=CC(=C(C=C3CC12)C)C(C)(C)C)C(C)(C)C)C)C1C=CC=C1)C1=CC=C(C=C1)Cl di(p-chlorophenyl)methylene(cyclopentadienyl)(2,7-dimethyl-3,6-di-t-butyl-fluorenyl)zirconium dichloride